alpha-(benzenesulfonyloxyimino)-2,4-dichlorophenylacetonitrile C1(=CC=CC=C1)S(=O)(=O)ON=C(C#N)C1=C(C=C(C=C1)Cl)Cl